The molecule is a hydrate that is the monohydrate form of magnesium dichloride. It is a hydrate, an inorganic chloride and a magnesium halide. It contains a magnesium dichloride. O.[Mg+2].[Cl-].[Cl-]